FC1=CC=C2C(=CNC2=C1)C1CN(CC1)CCC(=O)OC methyl 3-(3-(6-fluoro-1H-indol-3-yl)pyrrolidin-1-yl)propanoate